O[C@@H](CNCC1CN(C1)C(C)=O)[C@H]([C@@H]([C@@H](CO)O)O)O 1-[3-[[[(2s,3r,4r,5r)-2,3,4,5,6-pentahydroxyhexyl]amino]methyl]azetidin-1-yl]ethanone